4-isobutyl-6-methylcyclohex-3-ene-1-carbaldehyde C(C(C)C)C1=CCC(C(C1)C)C=O